C(C)OC(C(N1C[C@@H](CC1)OCCCCC1=NC=2NCCCC2C=C1)C1=C(C=CC=C1)C1CC1)=O 2-(2-cyclopropylphenyl)-2-((R)-3-(4-(5,6,7,8-tetrahydro-1,8-naphthyridin-2-yl)butoxy)pyrrolidin-1-yl)acetic acid ethyl ester